3-methyl-1,3-Pentadiene CC(C=C)=CC